(3S,4R)-1-Acetyl-3-fluoropiperidin C(C)(=O)N1C[C@H](CCC1)F